CN(C/C=C/C(=O)N1CCOC2=C3C(=NC=NC3=CC=C21)NC2=CC=C(C=C2)OC2=CC(=CC=C2)OC)C (E)-4-(dimethylamino)-1-(10-((4-(3-methoxyphenoxy)phenyl)amino)-2,3-dihydro-4H-[1,4]oxazino[2,3-f]quinazolin-4-yl)but-2-en-1-one